NC1=C2C(N(C(C2=CC=C1)=O)CCCC(=O)O)=O 4-(4-amino-1,3-dioxoisoindolin-2-yl)butanoic acid